ClC=1C=C(C=CC1)[C@@H](C)N1C(=NC2=C1C=C(C(=C2)F)F)N2C[C@H]([C@@H](CC2)F)N (3R,4R)-1-(1-((1R)-1-(3-chlorophenyl)ethyl)-5,6-difluoro-1H-benzimidazol-2-yl)-4-fluoro-3-piperidinamine